CC=1C=C(C=CC1OC1=CC2=C(N(C=N2)C)C=C1)NC1=NC=NC=C1C1=NC2(CO1)CN(CCC2)C(C=C)=O 1-(2-(4-((3-methyl-4-((1-methyl-1H-benzo[d]imidazol-5-yl)oxy)phenyl)amino)pyrimidin-5-yl)-3-oxa-1,7-diazaspiro[4.5]dec-1-en-7-yl)prop-2-en-1-one